COC=1C=C2CCN(CC2=CC1NC=1N=C(C2=C(N1)NC=C2C2=CSC=C2)NC2=C(C=CC=C2)S(=O)(=O)N(C)C)C 2-((2-((6-Methoxy-2-methyl-1,2,3,4-tetrahydroisoquinolin-7-yl)amino)-5-(thiophen-3-yl)-7H-pyrrolo[2,3-d]pyrimidin-4-yl)amino)-N,N-dimethylbenzenesulfonamide